Cl.Cl.COCC1(CC1)N(C(=O)C1=NNC2=C1CNCC2)C N-(1-(methoxymethyl)cyclopropyl)-N-methyl-4,5,6,7-tetrahydro-1H-pyrazolo[4,3-c]pyridine-3-carboxamide dihydrochloride